C(C)(C)(C)OC(CCCOC([C@@H](NC(=O)OCC1=CC=CC=C1)C(C)C)=O)=O ((benzyloxy)carbonyl)-L-valine 4-(tert-butoxy)-4-oxobutyl ester